ClC1=C(C(=C(C=C1OC)OC)Cl)C=1C=C2C=NC(=NC2=CC1)N[C@@H]1CC(C[C@@H]1N1C(C2=CC=CC=C2C1=O)=O)C(=O)OC methyl (3R,4S)-3-((6-(2,6-dichloro-3,5-dimethoxyphenyl)quinazolin-2-yl)amino)-4-(1,3-dioxoisoindolin-2-yl)cyclopentane-1-carboxylate